1,1-dimethoxy-9-methyltridecane COC(CCCCCCCC(CCCC)C)OC